(R)-3-(6-(3-chloro-1H-pyrrolo[2,3-b]pyridin-5-yl)-2-((S)-3-fluoropyrrolidin-1-carbonyl)-1,2,3,4-tetrahydroisoquinolin-8-yl)morpholine-4-carboxylic acid tert-butyl ester C(C)(C)(C)OC(=O)N1[C@@H](COCC1)C=1C=C(C=C2CCN(CC12)C(=O)N1C[C@H](CC1)F)C=1C=C2C(=NC1)NC=C2Cl